β-aminopropionic acid tert-butyl ester C(C)(C)(C)OC(CCN)=O